ClC1=C(C=NN(C1=O)C1CCC(CC1)C(=O)O)NCC1COCCC1 4-[5-chloro-6-oxo-4-(tetrahydropyran-3-ylmethylamino)pyridazine-1-yl]cyclohexanecarboxylic acid